CC(C(=O)O)CC(C=CC(=C)C)O 2,7-Dimethyl-4-hydroxy-5,7-octadienoic acid